O[C@H](CNC(=O)C=1C=NC2=C(C=CC=C2C1)C1=CCC(CC1)C(F)(F)F)C N-((S)-2-hydroxypropyl)-8-(4-(trifluoromethyl)cyclohex-1-en-1-yl)quinoline-3-carboxamide